ethylene thiophenedicarboxylate S1C2=C(C=C1)C(=O)OCCOC2=O